2-chloro-4-(3-cyclopropyl-1H-pyrazolo[4,3-c]pyridin-4-yl)-N,N-dimethylbenzene-sulfonamide ClC1=C(C=CC(=C1)C1=NC=CC2=C1C(=NN2)C2CC2)S(=O)(=O)N(C)C